1-methyl-2-((benzyl-(propargyl)amino)methyl)-5-hydroxypyridin-4(1H)-one CN1C(=CC(C(=C1)O)=O)CN(CC#C)CC1=CC=CC=C1